(difluoromethyl)sulfoxide FC(F)S(=O)C(F)F